ClC=1N=NC(=C(C1CCC=O)C)Cl 3-(3,6-dichloro-5-methyl-1,2-diazin-4-yl)propanal